C(C)[S+](CC[C@@H](NC(CCCCCCC\C=C/CCCCCCCC)=O)C(=O)O)C S-ethyl-N-oleoyl-D-methionine